C1(=CC=C(C=C1)C(=O)OCCOCC)C 2-ethoxyethyl p-toluate